ditertbutyl ether C(C)(C)(C)OC(C)(C)C